N-Methyl-N-(2-(methyl(8-((3-methyl-4-((1-methyl-1H-benzo[d]imidazol-5-yl)oxy)phenyl)amino)pyrimido[5,4-d]pyrimidin-2-yl)amino)ethyl)acrylamide CN(C(C=C)=O)CCN(C=1N=CC2=C(N1)C(=NC=N2)NC2=CC(=C(C=C2)OC2=CC1=C(N(C=N1)C)C=C2)C)C